Ethyl 3-(4-bromo-3-fluorophenyl)but-2-enoate BrC1=C(C=C(C=C1)C(=CC(=O)OCC)C)F